FC(C1=C(C=CC(=C1)C(F)(F)F)C1CCC2=C(N(C1=O)CC#CC=1C=NN(C1)C1COC1)C=CC(=C2)F)(F)F 3-(2,4-bis(trifluoromethyl)phenyl)-7-fluoro-1-(3-(1-(oxetan-3-yl)-1H-pyrazol-4-yl)prop-2-ynyl)-4,5-dihydro-1H-benzo[b]azepin-2(3H)-one